tert-Butyl 2-(2-cyanophenyl)-2,6-diazaspiro[3.4]octane-6-carboxylate C(#N)C1=C(C=CC=C1)N1CC2(C1)CN(CC2)C(=O)OC(C)(C)C